D-leucyl phosphoramidate P(OC([C@H](N)CC(C)C)=O)([O-])(=O)N